CN1C(N(C2=C1C(=CC=C2)C2CN(CC2)CC2CCNCC2)C2C(NC(CC2)=O)=O)=O 3-[3-Methyl-2-oxo-4-[1-(4-piperidylmethyl)pyrrolidin-3-yl]benzimidazol-1-yl]piperidine-2,6-dione